4-(3-(6-bromo-2,2-difluorobenzo[d][1,3]dioxan-5-yl)-4-fluorophenyl)-7-ethyl-7H-imidazo[4,5-c]pyridazine BrC1=C(C2=C(OC(OC2)(F)F)C=C1)C=1C=C(C=CC1F)C=1C2=C(N=NC1)N(C=N2)CC